2-(ethoxymethyl)-4,5,6,7-tetrahydrothieno[2,3-c]pyridine hydrochloride Cl.C(C)OCC1=CC2=C(CNCC2)S1